C(C)OC=1C=C(C=CC1OC)[C@@H](CS(=O)(=O)C)N1C(C2=CC=CC(=C2C1=O)NC(CCCCCCCC=O)=O)=O (S)-N-(2-(1-(3-ethoxy-4-methoxyphenyl)-2-(methylsulfonyl)-ethyl)-1,3-dioxoisoindolin-4-yl)-9-oxononanamide